C1(CC1)N1C=NC2=C1C=C(C(=C2)C2=CC(=NC=C2)C)NC2=C(C(C(=O)OC)=CC=C2)C(=O)OC Dimethyl 3-((1-cyclopropyl-5-(2-methylpyridin-4-yl)-1H-benzo[d]imidazol-6-yl)amino)phthalate